2-allyl-7-((2S,5R)-2,5-dimethyl-4-((R)-1-(quinoxalin-6-yl)ethyl)piperazin-1-yl)-4-methyl-2,4-dihydro-5H-pyrazolo[4,3-b]pyridin-5-one C(C=C)N1N=C2C(N(C(C=C2N2[C@H](CN([C@@H](C2)C)[C@H](C)C=2C=C3N=CC=NC3=CC2)C)=O)C)=C1